(S)-N-((S)-1-(3-chloro-2,4-difluorophenyl)-3-(4-chlorophenyl)propyl)-2-oxo-imidazolidine-4-carboxamide ClC=1C(=C(C=CC1F)[C@H](CCC1=CC=C(C=C1)Cl)NC(=O)[C@H]1NC(NC1)=O)F